(3aR,5s,6aS)-benzyl 5-hydroxyhexahydrocyclopenta[c]pyrrole-2(1H)-carboxylate OC1C[C@@H]2[C@@H](CN(C2)C(=O)OCC2=CC=CC=C2)C1